C1(CC1)C=1N=CN(C1)C=1C(=CC(=C(C1)NC(C1=NC(=CC=C1)C1=NN=CN1C(COC)C)=O)F)C N-(5-(4-cyclopropyl-1H-imidazol-1-yl)-2-fluoro-4-methylphenyl)-6-(4-(1-methoxypropan-2-yl)-4H-1,2,4-triazol-3-yl)picolinamide